5-bromo-1-methyl-3-(trifluoromethyl)1H-indole BrC=1C=C2C(=CN(C2=CC1)C)C(F)(F)F